1-(4-methoxyphenyl)-6-methoxy-1,2-dihydro-(4H)-3,1-benzoxazine-4-one COC1=CC=C(C=C1)N1COC(C2=C1C=CC(=C2)OC)=O